ClC1=NOC(=N1)CC1CC1 3-chloro-5-(cyclopropylmethyl)-1,2,4-oxadiazole